CC=1C=C(C=C(C1)C)NC1=NC=CC(=N1)C1=NN(C(=C1)C(=O)N[C@H](C(F)(F)F)CC)C 3-{2-[(3,5-dimethylphenyl)amino]pyrimidin-4-yl}-1-methyl-N-[(2S)-1,1,1-trifluorobutan-2-yl]-1H-pyrazole-5-carboxamide